5-(4,5-dibromo-2-methylthiophen-3-yl)-1,3,4-thiadiazol-2-amine BrC=1C(=C(SC1Br)C)C1=NN=C(S1)N